(2-(4-(benzyloxy)phenyl)-1H-imidazol-4-yl)(3,4,5-trimethoxyphenyl)methanone C(C1=CC=CC=C1)OC1=CC=C(C=C1)C=1NC=C(N1)C(=O)C1=CC(=C(C(=C1)OC)OC)OC